O1N(CC=CC=C1)CC(=O)[O-] Oxazepin-2-acetate